2-(diphenylmethyl)-N-(2-methoxybenzyl)quinuclidin-3-amine C1(=CC=CC=C1)C(C1N2CCC(C1NCC1=C(C=CC=C1)OC)CC2)C2=CC=CC=C2